[N+](=O)([O-])C=1C=C(C=CC1)C(=C)C1=CC=2NC3=CC=CC=C3SC2C=C1 2-(1-(3-Nitrophenyl)vinyl)-10H-phenothiazine